C(C)N(CC)CC1(CC1)C1=CC=C(C=C1)C=1C=C(C2=CN(N=C2C1C)C(C(=O)NC=1SC=CN1)C1=C2N(C=N1)C[C@@H](C2)F)C 2-(6-(4-(1-((Diethylamino)methyl)cyclopropyl)phenyl)-4,7-dimethyl-2H-indazol-2-yl)((R)-6-fluoro-6,7-dihydro-5H-pyrrolo[1,2-c]imidazol-1-yl)-N-(thiazol-2-yl)acetamide